NC=1C(=NC(=C(N1)F)C1=CC(=C(C=C1)C1CCOCC1)C)C=1C=C2CCNC(C2=C(C1)F)=O 6-(3-amino-5-fluoro-6-(3-methyl-4-(tetrahydro-2H-pyran-4-yl)phenyl)pyrazin-2-yl)-8-fluoro-3,4-dihydroisoquinolin-1(2H)-one